8-chloro-N-(1-(cyclopropylsulfonyl)piperidin-4-yl)-6-methylpyrido[3,4-d]pyrimidin-2-amine ClC1=NC(=CC2=C1N=C(N=C2)NC2CCN(CC2)S(=O)(=O)C2CC2)C